C(#N)C=1C=C(CN2[C@@H](CCC2)C(=O)O)C=CC1 (3-cyano-benzyl)-proline